bis(2-aminoethyl)sulfone NCCS(=O)(=O)CCN